FC1=CC=C2C(=CNC2=C1)CC1=NN=C(N1CCCC=1N=CN(C1)C(C1=CC=CC=C1)(C1=CC=CC=C1)C1=CC=CC=C1)SC1=CC=C(C=C1)F 6-fluoro-3-((5-((4-fluorophenyl)thio)-4-(3-(1-trityl-1H-imidazol-4-yl)propyl)-4H-1,2,4-triazol-3-yl)methyl)-1H-indole